N1=CC(=CC=C1)N1N=C2C=CC(=CC2=C1)C(=O)NNC(OC)=O methyl N-[[2-(3-pyridyl)indazole-5-carbonyl]amino]carbamate